tert-butyl (cyclobutylmethyl)((3R)-1-(6-((4-(1H-pyrrolo[2,3-b]pyridin-5-yl)-1H-1,2,3-triazol-1-yl)methyl) pyridazin-3-yl)piperidin-3-yl)carbamate C1(CCC1)CN(C(OC(C)(C)C)=O)[C@H]1CN(CCC1)C=1N=NC(=CC1)CN1N=NC(=C1)C=1C=C2C(=NC1)NC=C2